NC1=CC=C(C=C1)CCN1[C@H](O[C@@H](C1=O)C)C=1C(=NN(C1)C1=CC=C(C=C1)Br)C1=CC=C(C=C1)F (2R,5R)-3-(4-aminophenylethyl)-2-(1-(4-bromophenyl)-3-(4-fluorophenyl)-1H-pyrazol-4-yl)-5-methyloxazolidin-4-one